4-(5-Chloro-2-(4-chloro-1H-1,2,3-triazol-1-yl)phenyl)-1-(1-(1-(1-(difluoromethyl)-1H-pyrazol-4-yl)-1H-1,2,3-triazol-4-yl)propyl)-5-methoxypyridin-2(1H)-one ClC=1C=CC(=C(C1)C1=CC(N(C=C1OC)C(CC)C=1N=NN(C1)C=1C=NN(C1)C(F)F)=O)N1N=NC(=C1)Cl